3-hydroxy-2-(hydroxymethyl)propionamide tert-butyl-(2S,5S)-5-(((tert-butyldiphenylsilyl)oxy)methyl)-2-((2-(4-chloroisoquinolin-1-yl)propan-2-yl)carbamoyl)morpholine-4-carboxylate C(C)(C)(C)OC(=O)N1C[C@H](OC[C@H]1CO[Si](C1=CC=CC=C1)(C1=CC=CC=C1)C(C)(C)C)C(NC(C)(C)C1=NC=C(C2=CC=CC=C12)Cl)=O.OCC(C(=O)N)CO